FC(C=1C=C(C=CC1F)C=1C=C2C(=NC1)C=NN2CC(=O)N2CC(C2)(C)O)F 2-[6-[3-(Difluoromethyl)-4-fluoro-phenyl]pyrazolo[4,3-b]pyridin-1-yl]-1-(3-hydroxy-3-methyl-azetidin-1-yl)ethanone